4-(6-(6-((4-Cyclopropylthiazol-2-yl)methyl)-3,6-diazabicyclo[3.1.1]hept-3-yl)pyridin-3-yl)-6-(2-hydroxy-2-methylpropyloxy)pyrazolo[1,5-a]pyridine-3-carbonitrile C1(CC1)C=1N=C(SC1)CN1C2CN(CC1C2)C2=CC=C(C=N2)C=2C=1N(C=C(C2)OCC(C)(C)O)N=CC1C#N